C1(=CC=CC=C1)C(C=CC(C)=O)=CC 5-phenylhept-3,5-dien-2-one